N,N-diallyl-methylamine C(C=C)N(CC=C)C